Tungsten-tantalum-nickel-titanium-vanadium [V].[Ti].[Ni].[Ta].[W]